[I].[Pb].CN Methylamine lead iodine